C(CCCCCCC\C=C/C\C=C/CCCCC)(=O)O.C(CCCCCCCCCCCCCCCCC)(=O)OCC(O)CO Glyceryl Stearat Linoleat